tert-butyl (1-(((1R,5S,6s)-3-(4-nitrophenyl)-3-azabicyclo[3.1.0]hexan-6-yl)methyl)piperidin-4-yl)carbamate [N+](=O)([O-])C1=CC=C(C=C1)N1C[C@@H]2C([C@@H]2C1)CN1CCC(CC1)NC(OC(C)(C)C)=O